The molecule is a HEPE obtained by hydroxylation at position 19 of all-cis-5,8,11,14,17-icosapentaenoic acid. It derives from an all-cis-5,8,11,14,17-icosapentaenoic acid. It is a conjugate acid of a 19-HEPE(1-). CC(/C=C\\C/C=C\\C/C=C\\C/C=C\\C/C=C\\CCCC(=O)O)O